2'-(2,6-difluoro-3,5-dimethoxyphenyl)-6'-(1-methyl-1H-pyrazol-4-yl)-1',2'-dihydro-3'H-spiro[cyclopropane-1,4'-[2,7]naphthyridin]-3'-one FC1=C(C(=C(C=C1OC)OC)F)N1CC2=CN=C(C=C2C2(C1=O)CC2)C=2C=NN(C2)C